3-fluoro-4-[[5-[2-fluoro-4-(trifluoromethyl)phenoxy]-4-methyl-3-pyridinyl]methyl]pyridin-2-amine FC=1C(=NC=CC1CC=1C=NC=C(C1C)OC1=C(C=C(C=C1)C(F)(F)F)F)N